2-bromo-N-(5-morpholinyl-2-(piperidin-1-yl)phenyl)thiazole-4-carboxamide BrC=1SC=C(N1)C(=O)NC1=C(C=CC(=C1)N1CCOCC1)N1CCCCC1